3-bromo-5-fluoro-4-iodopyridine BrC=1C=NC=C(C1I)F